methyl 4-[3-(3-ethoxy-3-oxo-propyl)-2-fluoro-phenyl]-3-oxo-pentanoate C(C)OC(CCC=1C(=C(C=CC1)C(C(CC(=O)OC)=O)C)F)=O